Cl.C12CC(CC(CC1)N2)N(C=2SC1=C(C=NC(=C1)C1=CC3=CN(N=C3C(=C1)F)C)N2)C N-[(3-exo)-8-azabicyclo[3.2.1]oct-3-yl]-6-(7-fluoro-2-methyl-2H-indazol-5-yl)-N-methyl[1,3]thiazolo[4,5-c]pyridin-2-amine hydrochloride